2-azabicyclo[2.2.1]heptane-2-carboxylate C12N(CC(CC1)C2)C(=O)[O-]